[6-(3-phenoxy-phenyl)-naphthalen-2-yl]-methanol O(C1=CC=CC=C1)C=1C=C(C=CC1)C=1C=C2C=CC(=CC2=CC1)CO